8-(4,4,5,5-tetramethyl-1,3,2-dioxaborolan-2-yl)-1H,3H,4H-pyrano[4,3-c]pyridine CC1(OB(OC1(C)C)C=1C2=C(C=NC1)CCOC2)C